CC(CCCCCCCCCCC(CCCCC)O)O octadecane-2,13-diol